O=C1N(C(C=C1)=O)CCOCCOCCOCCOCCOCCOCCC(=O)ON1C(CCC1=O)=O 2,5-dioxopyrrolidin-1-yl 1-(2,5-dioxo-2,5-dihydro-1H-pyrrol-1-yl)-3,6,9,12,15,18-hexaoxahenicosan-21-oate